tert-butyl-(E)-2-((2,6-diaminopyridin-3-yl)diazenyl)phenol hydrochloride Cl.C(C)(C)(C)C=1C(=C(C=CC1)O)\N=N\C=1C(=NC(=CC1)N)N